FC(C1=C(C=C2CCCN(C2=C1)C=1C=C2C(=CN(C2=C(C1)C)C)C(=O)NC)C=1C=NN(C1)C)F 5-(7-(difluoromethyl)-6-(1-methyl-1H-pyrazol-4-yl)-3,4-dihydroquinolin-1(2H)-yl)-N,1,7-trimethyl-1H-indole-3-carboxamide